C(C1=CC=CC=C1)N1C(N([C@@H]([C@@H]([C@H]([C@H]1COC1=CC=CC=C1)O)O)COC1=CC=CC=C1)CC1=CC=CC=C1)=O (4r,5s,6s,7r)-1,3-dibenzyl-4,7-bis(phenoxymethyl)-5,6-dihydroxy-1,3-diazepan-2-one